tert-Butyl 10-((5-bromo-2-oxopyrazin-1(2H)-yl)methyl)-10-hydroxy-7-azaspiro[4.5]decane-7-carboxylate BrC=1N=CC(N(C1)CC1(CCN(CC12CCCC2)C(=O)OC(C)(C)C)O)=O